(E)-4-fluoro-N-(2-methoxy-5-(4-(4-(4-oxopent-2-enoyl)piperazin-1-yl)quinazolin-6-yl)pyridin-3-yl)naphthalene-1-sulfonamide FC1=CC=C(C2=CC=CC=C12)S(=O)(=O)NC=1C(=NC=C(C1)C=1C=C2C(=NC=NC2=CC1)N1CCN(CC1)C(\C=C\C(C)=O)=O)OC